ethyl 2-methyl-5-((3-(trifluoromethyl)cyclobutyl)methyl)benzofuran-3-carboxylate CC=1OC2=C(C1C(=O)OCC)C=C(C=C2)CC2CC(C2)C(F)(F)F